1-(4-methoxyphenyl)-3-(2,6-dimethoxystyryl)-5-(2,6-dimethoxyphenyl)-pyrazoline COC1=CC=C(C=C1)N1NC(=CC1C1=C(C=CC=C1OC)OC)C=CC1=C(C=CC=C1OC)OC